5-(1H-imidazol-1-yl)-N-((1r,4r)-4-methoxycyclohexyl)-1H-indazole-7-carboxamide N1(C=NC=C1)C=1C=C2C=NNC2=C(C1)C(=O)NC1CCC(CC1)OC